N-(1-cyanopyrrolidin-3-yl)-4-((5-(trifluoromethyl)pyridin-2-yl)oxy)benzenesulfonamide C(#N)N1CC(CC1)NS(=O)(=O)C1=CC=C(C=C1)OC1=NC=C(C=C1)C(F)(F)F